C(C1=CC=CC=C1)OC1=C(C=C(C(=C1)F)[N+](=O)[O-])F 1-(benzyloxy)-2,5-difluoro-4-nitrobenzene